CN(C1CN(CCC1)C1=CC=C(C=C1)N1C=NC(=C1)NC=1N=CC(=NC1)C#N)C 5-((1-(4-(3-(Dimethylamino)piperidin-1-yl)phenyl)-1H-imidazol-4-yl)amino)pyrazine-2-carbonitrile